[I-].C(=O)N formamide iodide salt